3-(4-(cyclopropylmethoxy)-2-fluorophenyl)-8-methoxy-2-(trifluoromethyl)-4H-pyrido[1,2-a]pyrimidin-4-one C1(CC1)COC1=CC(=C(C=C1)C1=C(N=C2N(C1=O)C=CC(=C2)OC)C(F)(F)F)F